tri-[2-(dimethylamino)ethyl]amine CN(CCN(CCN(C)C)CCN(C)C)C